NC1=CC=C(N=N1)C1CCN(CC1)C(=O)C1=CC(=C(C=C1)B(O)O)OC {4-[4-(6-Aminopyridazin-3-yl)piperidine-1-carbonyl]-2-methoxyphenyl}boronic acid